C(C1=CC=CC=C1)NC=1C=2N=CN([C@H]3[C@H](O)[C@H](O)[C@@H](COC(C4=CC=CC=C4)(C4=CC=CC=C4)C4=CC=CC=C4)O3)C2N=CN1 N6-benzyl-5'-O-trityladenosine